(fluoromethyl) (trifluoromethyl) sulfite S(=O)(OCF)OC(F)(F)F